(S)-6-(((1-(1-cyanocyclopropyl)-1H-1,2,3-triazol-4-yl)(isoquinolin-5-yl)methyl)amino)-4-(neopentylamino)quinoline-3,8-dicarbonitrile C(#N)C1(CC1)N1N=NC(=C1)[C@H](C1=C2C=CN=CC2=CC=C1)NC=1C=C2C(=C(C=NC2=C(C1)C#N)C#N)NCC(C)(C)C